rac-2-((3S,4R)-3-methoxy-1-methylpiperidin-4-yl)-5-(4,4,5,5-tetramethyl-1,3,2-dioxaborolan-2-yl)benzo[d]thiazole CO[C@@H]1CN(CC[C@H]1C=1SC2=C(N1)C=C(C=C2)B2OC(C(O2)(C)C)(C)C)C |r|